[F-].N=NN Triazene fluoride